C(C)(C)(C)OC(=O)N1[C@@H](C[C@H](C1)N)CN1N=CN=C1.CN(C(N)(C1=CC=CC=C1)C1=CC=CC=C1)C dimethyl-diphenyl-diaminomethane tert-Butyl-(2S,4R)-2-((1H-1,2,4-triazol-1-yl)methyl)-4-aminopyrrolidine-1-carboxylate